[N+](=O)([O-])C1=C(C=C(C=C1)OC1=C(C(=C(C(=C1F)F)C(F)(F)F)F)F)S(=O)(=O)NC(C)=O N-((2-nitro-5-(2,3,5,6-tetrafluoro-4-(trifluoromethyl)phenoxy)phenyl)sulfonyl)acetamide